C1(CCCC1)OC=1C=C(C(=O)O)C=CC1OC 3-cyclopentyloxy-4-Methoxybenzoic acid